3-({[(3R)-6-[(4-cyclopropylphenyl)(methyl)amino]-2,3-dihydro-1-benzofuran-3-yl]methyl}amino)pyridine-4-carboxylic acid methyl ester COC(=O)C1=C(C=NC=C1)NC[C@@H]1COC2=C1C=CC(=C2)N(C)C2=CC=C(C=C2)C2CC2